(+/-)-1-benzyl-N5-(2,2-difluorocyclopropyl)-N3-methyl-2-oxo-1,2-dihydropyridine-3,5-dicarboxamide C(C1=CC=CC=C1)N1C(C(=CC(=C1)C(=O)N[C@H]1C(C1)(F)F)C(=O)NC)=O |r|